2-((5-(3-(4-Chloro-2-fluorobenzyloxy)-4-fluorophenyl)pyridin-2-yl)methyl)-1-((tetrahydrofuran-2-yl)methyl)-1H-benzo[d]imidazole-6-carboxylic acid ClC1=CC(=C(COC=2C=C(C=CC2F)C=2C=CC(=NC2)CC2=NC3=C(N2CC2OCCC2)C=C(C=C3)C(=O)O)C=C1)F